4-(1-((6-(((cyclobutylmethyl)amino)methyl)imidazo[1,2-a]pyridin-2-yl)methyl)-1H-1,2,3-triazol-4-yl)-1H-indazol-6-yl acetate C(C)(=O)OC1=CC(=C2C=NNC2=C1)C=1N=NN(C1)CC=1N=C2N(C=C(C=C2)CNCC2CCC2)C1